1,1,1,3,3,3-Hexafluoropropan-2-yl 4-(2-(2-methyl-2,8-diazaspiro[4.5]decan-8-yl)-4-(trifluoromethyl)benzyl)piperazine-1-carboxylate CN1CC2(CC1)CCN(CC2)C2=C(CN1CCN(CC1)C(=O)OC(C(F)(F)F)C(F)(F)F)C=CC(=C2)C(F)(F)F